C(C)(C)C1CC=C(CC1)C(C=O)C (4-isopropylcyclohexen-1-yl)propanal